methyl 1-(2-oxo-2-phenylethyl)-1H-benzo[d]imidazole-6-carboxylate O=C(CN1C=NC2=C1C=C(C=C2)C(=O)OC)C2=CC=CC=C2